(R)-3-cyclopentyl-3-hydrazinopropionitrile (2R,3R)-2,3-dihydroxysuccinate dihydrate O.O.O[C@@H](C(=O)O)[C@H](C(=O)O)O.C1(CCCC1)[C@@H](CC#N)NN